benzyl-4-methylphenyl trifluoromethanesulfonate FC(S(=O)(=O)OC1=C(C=C(C=C1)C)CC1=CC=CC=C1)(F)F